BrC=1C(=NN(C1)S(=O)(=O)CC)OC 4-bromo-1-(ethylsulfonyl)-3-methoxy-1H-pyrazole